ClC1=CC(=C(C=C1)N1N=CC(=C1)C(=O)O)C1=CC=C2C(=CN=NC2=C1)NCC1=C(C=C(C=C1)OC)OC 1-[4-CHLORO-2-[4-[(2,4-DIMETHOXYPHENYL)METHYLAMINO]CINNOLIN-7-YL]PHENYL]PYRAZOLE-4-CARBOXYLIC ACID